FC=1C=CC2=C(NC(=NS2(=O)=O)NCC2=CC(=CC=C2)F)C1C(C)C1=C(C=CC=C1)OC 6-fluoro-3-((3-fluorobenzyl)amino)-5-(1-(2-methoxyphenyl)ethyl)-4H-benzo[e][1,2,4]thiadiazine 1,1-dioxide